4-(4-(tert-butyl)phenyl)-2-isobutyl-7-(thiophen-2-yl)-benzotriazole C(C)(C)(C)C1=CC=C(C=C1)C1=CC=C(C2=NN(N=C21)CC(C)C)C=2SC=CC2